CC(CCN=C=O)CCC(CC(CCN=C=O)C)C 2,5,7-trimethyl-1,8-diisocyanatomethyloctane